4-cyclopropyl-6-(methoxy-d3)-5-(4,4,5,5-tetramethyl-1,3,2-dioxaborolan-2-yl)pyrimidine C1(CC1)C1=NC=NC(=C1B1OC(C(O1)(C)C)(C)C)OC([2H])([2H])[2H]